ethyl 6-({[(1Z)-amino (3-methyl-5-nitropyridin-2-yl) methylene] amino} oxy)-6-oxohexanoate N\C(\C1=NC=C(C=C1C)[N+](=O)[O-])=N/OC(CCCCC(=O)OCC)=O